ClC1=CC=C2C(=CNC2=C1)S(=O)(=O)NC1=C(C=C(C=C1)C(F)(F)F)F 6-chloro-N-[2-fluoro-4-(trifluoromethyl)phenyl]-1H-indole-3-sulphonamide